IC1=CN(C=2N=CN=C(C21)C2=CCN(CC2)C(=O)OC(C)(C)C)S(=O)(=O)C2=CC=C(C)C=C2 tert-Butyl 4-(5-iodo-7-tosyl-7H-pyrrolo[2,3-d]pyrimidin-4-yl)-5,6-dihydropyridine-1(2H)-carboxylate